1-undecyl-3-ethylpiperidinium fluoride [F-].C(CCCCCCCCCC)[NH+]1CC(CCC1)CC